(2S,4S)-benzyl 4-((2-(N,N-bis(4-methoxybenzyl)sulfamoyl)-4-iodo-3-(2-(4-methoxybenzyl)-2H-tetrazol-5-yl)phenyl)sulfonyl)-2-(hydroxymethyl)pyrrolidine-1-carboxylate COC1=CC=C(CN(S(=O)(=O)C2=C(C=CC(=C2C=2N=NN(N2)CC2=CC=C(C=C2)OC)I)S(=O)(=O)[C@H]2C[C@H](N(C2)C(=O)OCC2=CC=CC=C2)CO)CC2=CC=C(C=C2)OC)C=C1